1-(((R)-7-((R)-3-Cyclohexyl-2-methylpropanoyl)-10-hydroxy-7-azaspiro[4.5]decan-10-yl)methyl)-4-cyclopropyl-5-(piperazin-1-carbonyl)pyridin-2(1H)-on C1(CCCCC1)C[C@H](C(=O)N1CC2(CCCC2)[C@@](CC1)(O)CN1C(C=C(C(=C1)C(=O)N1CCNCC1)C1CC1)=O)C